(1H-pyrazol-4-yl)-1H-benzimidazole N1N=CC(=C1)N1C=NC2=C1C=CC=C2